N1CCC(CC1)C=1SC2=C(N1)C=CC(=C2)C(=O)NCC=2C=NC=CC2 2-(piperidin-4-yl)-N-(pyridin-3-yl-methyl)-benzo[d]thiazole-6-carboxamide